N1C[C@@H](OCC1)C(=O)O (R)-MORPHOLINE-2-CARBOXYLIC ACID